1-(5-(1-ethyl-1H-pyrazol-4-yl)-1H-indol-3-yl)-3-(4-((trifluoromethyl)thio)phenyl)urea C(C)N1N=CC(=C1)C=1C=C2C(=CNC2=CC1)NC(=O)NC1=CC=C(C=C1)SC(F)(F)F